N1=C(C=NC=C1)C1=CC=C(C=C1)NC1=CC(=CC=C1)C1=NC2=C(N1)C=C(C=C2)C(F)(F)F N-[4-(pyrazin-2-yl)phenyl]-3-[6-(trifluoromethyl)-1H-benzo[d]imidazol-2-yl]aniline